N,N-dimethyl-3-[7-[[4-[1-methyl-4-(trifluoromethyl)imidazol-2-yl]phenyl]methyl]-5H-pyrrolo[3,2-d]pyrimidin-2-yl]pyridin-2-amine CN(C1=NC=CC=C1C=1N=CC2=C(N1)C(=CN2)CC2=CC=C(C=C2)C=2N(C=C(N2)C(F)(F)F)C)C